N-[(2E)-3-[(3-fluoro-4-methoxyphenyl)(methylimino)oxo-λ6-sulfanyl]prop-2-en-1-yl]-2-oxo-1,2,5,6,7,8-hexahydroquinoline-3-carboxamide FC=1C=C(C=CC1OC)S(/C=C/CNC(=O)C=1C(NC=2CCCCC2C1)=O)(=O)=NC